NC=1C=C(C=C(C1)C(F)(F)F)[C@@H](C)NC1=NC=2N(C3=CC(=C(C=C13)O[C@@H]1COCC1)OC)N=CC2 N-[(1R)-1-[3-amino-5-(trifluoromethyl)phenyl]ethyl]-8-methoxy-7-[(3S)-oxolan-3-yloxy]pyrazolo[1,5-a]quinazolin-5-amine